(S)-N-(5-(2,2-dimethyl-2,3-dihydro-[1,4]dioxino[2,3-b]pyridin-6-yl)-4-((5-(3-methoxypyrrolidin-1-yl)-6-(methylsulfonyl)pyridin-2-yl)amino)pyridin-2-yl)acetamide CC1(OC=2C(=NC(=CC2)C=2C(=CC(=NC2)NC(C)=O)NC2=NC(=C(C=C2)N2C[C@H](CC2)OC)S(=O)(=O)C)OC1)C